(4-chloro-2-fluoro-5-mercaptophenyl)-1-methyl-6-trifluoromethyl-1H-pyrimidine-2,4-dione ClC1=CC(=C(C=C1S)C=1C(NC(N(C1C(F)(F)F)C)=O)=O)F